C(OCCOC(=O)O)(OC)=O 2-carboxyoxyethyl methyl carbonate